fluoro-propylene FC=CC